N,N-dimethyl-2-[4-(piperidin-4-yl)phenoxy]ethanamine, hydrochloride Cl.CN(CCOC1=CC=C(C=C1)C1CCNCC1)C